5-hydroxy-6-methyl-pyridine OC=1C=CC=NC1C